3-n-butyl-4-cyclohexene-1,2-dicarboxylic acid C(CCC)C1C(C(CC=C1)C(=O)O)C(=O)O